(2R,3R)-1-(tert-butoxycarbonyl)-2-(hydroxymethyl)pyrrolidine-3-carboxylic acid C(C)(C)(C)OC(=O)N1[C@H]([C@@H](CC1)C(=O)O)CO